C(=O)(O)C1=CC(=C(C(=O)NC=2C=C(C=CC2)C2=C(C=C(C=C2)Cl)Cl)C=C1O)C(N(C)C)=O 3-[4-carboxy-2-(dimethylcarbamoyl)-5-hydroxybenzamido]-2',4'-dichloro-[1,1'-biphenyl]